(S)-6-chloro-3-(1-hydroxy-propan-2-yl)-8-(1-methyl-1H-pyrazol-4-yl)pyrido[3,4-d]pyrimidin-4(3H)-one ClC1=CC2=C(N=CN(C2=O)[C@H](CO)C)C(=N1)C=1C=NN(C1)C